[N+](=O)([O-])C1=C(C(=C(C(=C1OC)[N+](=O)[O-])OC)[N+](=O)[O-])Cl 2,4,6-trinitro-3,5-dimethoxychlorobenzene